O[C@H](C)C=1C(=NC(=CC1)C=1C=NN2C1C=CC(=C2)NC=2N=NC(=CC2)C)N2N=C(C=C2C)C#N 1-[3-[(1R)-1-hydroxyethyl]-6-[6-[(6-methylpyridazin-3-yl)amino]pyrazolo[1,5-a]pyridin-3-yl]pyridin-2-yl]-5-methylpyrazole-3-carbonitrile